COC=1C=C(C=C(C1)OC)NC([C@@H](CC1=CC=CC=C1)NC=1C(C2=CC=CC=C2C(C1)=NOC)=O)=O (R)-N-(3,5-dimethoxyphenyl)-2-((4-(methoxyimino)-1-oxo-1,4-dihydronaphthalen-2-yl)amino)-3-phenylpropionamide